1-pentadecanoyl-2-(5Z,8Z,11Z,14Z,17Z-eicosapentaenoyl)-glycero-3-phospho-(1'-sn-glycerol) CCCCCCCCCCCCCCC(=O)OC[C@H](COP(=O)(O)OC[C@H](CO)O)OC(=O)CCC/C=C\C/C=C\C/C=C\C/C=C\C/C=C\CC